C(C)(C)(C)N1N=C(C=C1C=1NC=CC1)C1=NC2=C(N1)C=CC=C2 2-(1-(tert-butyl)-5-(1H-pyrrol-2-yl)-1H-pyrazol-3-yl)-1H-benzo[d]imidazole